FC1=C(C(=C(C=C1N1N=C(C=2C1=CN=C(C2)N2CCC(CC2)OC2=CC=CC=C2)C)C(F)(F)F)F)O 2,6-Difluoro-3-(3-methyl-5-(4-phenoxypiperidin-1-yl)-1H-pyrazolo[3,4-c]pyridine-1-yl)-5-(trifluoromethyl)phenol